ClC1=C(C(=CC=2CN3[C@@H](COC21)CN(CC3)C(C=C)=O)COC)C3=C(C=CC=C3O)Cl 1-[(12AR)-10-chloro-9-(2-chloro-6-hydroxyphenyl)-8-(methoxymethyl)-3,4,12,12a-tetrahydro-6H-pyrazino[2,1-c][1,4]benzoxazepin-2(1H)-yl]prop-2-en-1-one